3-(3,5-dichloro-4-hydroxybenzamido)-N-(2-(trifluoromethyl)benzyl)-1H-pyrazole-4-carboxamide ClC=1C=C(C(=O)NC2=NNC=C2C(=O)NCC2=C(C=CC=C2)C(F)(F)F)C=C(C1O)Cl